N1C=CC2=CC(=CC=C12)N1C=NC(=C1)NC1=NC(=NN2C1=CC=C2)Cl N-(1-(1H-indol-5-yl)-1H-imidazol-4-yl)-2-chloropyrrolo[2,1-f][1,2,4]triazin-4-amine